2-[(3S)-3-(cyclobutylmethoxy)[1,4'-bipiperidin]-1'-yl]-N-[(3,5-difluoropyridin-2-yl)methyl]-1,3-thiazole-5-carboxamide C1(CCC1)CO[C@@H]1CN(CCC1)C1CCN(CC1)C=1SC(=CN1)C(=O)NCC1=NC=C(C=C1F)F